2,5-Diazabicyclo-[2.2.1]heptan C12NCC(NC1)C2